[Fe].C1(C=CC=C1)=O (cyclopentadienone) iron